C1(CCC1)CN1CC2=CC=C(C=C2C1)C=1SC=C(N1)NC(=O)N[C@@H]1CNCCC1 (S)-1-(2-(2-(cyclobutylmethyl)isoindolin-5-yl)thiazol-4-yl)-3-(piperidin-3-yl)urea